[Na].OC1=CC=C(C=C1)N1C(C(NC=2C3=C(C=CC12)C=CC=C3)=O)=O 4-(4-Hydroxyphenyl)-1,4-dihydrobenzo[f]quinoxaline-2,3-dione sodium salt